6-chloro-7,8-dimethyl-[1,2,4]triazolo[4,3-b]pyridazine ClC=1C(=C(C=2N(N1)C=NN2)C)C